C(C1=CC=CC=C1)OC[C@H]1[C@H](C[C@]2(CCCN12)C(=O)OC)C(=O)OC(C)(C)C 2-(tert-butyl) 7a-methyl (2S,3R,7aR)-3-((benzyloxy)methyl)tetrahydro-1H-pyrrolizine-2,7a(5H)-dicarboxylate